The molecule is a glycophytoceramide having an alpha-D-glucopyranosyl residue at the O-1 position and an tetracosanoyl group attached to the nitrogen. It derives from an alpha-D-glucose. CCCCCCCCCCCCCCCCCCCCCCCC(=O)N[C@@H](CO[C@@H]1[C@@H]([C@H]([C@@H]([C@H](O1)CO)O)O)O)[C@@H]([C@@H](CCCCCCCCCCCCCC)O)O